(S)-1-(3-fluoropropyl)-N-(4-((5R,7R)-7-methyl-6-(2,2,2-trifluoroethyl)-5,6,7,8-tetrahydro-[1,3]dioxolano[4,5-g]isoquinolin-5-yl)phenyl)pyrrolidin-3-amine FCCCN1C[C@H](CC1)NC1=CC=C(C=C1)[C@H]1N([C@@H](CC=2C=C3C(=CC12)OCO3)C)CC(F)(F)F